5-((4-oxo-3,4-dihydro-phthalazin-1-yl)methyl)benzamide O=C1NN=C(C2=CC=CC=C12)CC=1C=CC=C(C(=O)N)C1